iron (II) dicyclopentadiene C1=CC=CC1.C1=CC=CC1.[Fe+2]